1-(3-(4-(2-(trifluoromethyl)phenyl)piperidine-1-carbonyl)-6,7-dihydroisoxazolo[4,5-c]pyridin-5(4H)-yl)ethan-1-one FC(C1=C(C=CC=C1)C1CCN(CC1)C(=O)C1=NOC2=C1CN(CC2)C(C)=O)(F)F